4-Ethyl-Aniline C(C)C1=CC=C(N)C=C1